NC=1C(NC(N(N1)C1=C2CCC2=C(C(=C1)C)OC=1C2=C(C(NN1)=O)C(CC2)C2CC2)=O)=O 6-amino-2-(5-((7-cyclopropyl-1-oxo-2,5,6,7-tetrahydro-1H-cyclopenta[d]pyridazin-4-yl)oxy)-4-methylbicyclo[4.2.0]octa-1,3,5-trien-2-yl)-1,2,4-triazine-3,5(2H,4H)-dione